C(C)OC(=O)C=1C=NN(C1C)C1CC1 1-Cyclopropyl-5-methyl-1H-pyrazole-4-carboxylic acid ethyl ester